N-(2-fluorobenzyl)pyridin-2-amine FC1=C(CNC2=NC=CC=C2)C=CC=C1